C(C)(C)C1=CC=C(C=C1)C#CS(=O)(=O)C1=CC=C(C)C=C1 1-isopropyl-4-(tosylethynyl)benzene